C(#N)C=1C(=NC(=C(C1CC)C#N)N1CCC(CC1)C1CNCC1)SC(C(=O)N)C1=CC=CC=C1 2-((3,5-dicyano-4-ethyl-6-(4-(pyrrolidin-3-yl)piperidin-1-yl)pyridin-2-yl)sulfanyl)-2-phenylacetamide